5-cyclopropyl-2-ethoxy-benzenesulfonamide C1(CC1)C=1C=CC(=C(C1)S(=O)(=O)N)OCC